3,3,3-trifluoropropane-1,2-diol trifluoroacetate salt FC(C(=O)O)(F)F.FC(C(CO)O)(F)F